5-[4-(3-Benzyloxypyrrolidin-1-yl)thieno[2,3-d]pyrimidin-6-yl]-1H-pyrimidine-2,4-dione C(C1=CC=CC=C1)OC1CN(CC1)C=1C2=C(N=CN1)SC(=C2)C=2C(NC(NC2)=O)=O